1-trimethoxysilyl-2-bis(triethoxysilylpropylamino)methylsilyl-ethylene CO[Si](C=C[SiH2]C(NCCC[Si](OCC)(OCC)OCC)NCCC[Si](OCC)(OCC)OCC)(OC)OC